4-(4-chlorophenyl)pyridine ClC1=CC=C(C=C1)C1=CC=NC=C1